NC1=C2C=NC(=NC2=CC(=C1F)C1=C(C2=C(OCCN2)N=C1)C)NC1=CC=C(C(=O)NC2CC(C2)OC)C=C1 4-{[5-amino-6-fluoro-7-(8-methyl-2,3-dihydro-1H-pyrido[2,3-b][1,4]oxazin-7-yl)quinazolin-2-yl]amino}-N-(3-methoxycyclobutyl)benzamide